N-(5-(5-methoxyisoquinolin-6-yl)thiazol-2-yl)-1-methylpiperidine-4-carboxamide COC1=C2C=CN=CC2=CC=C1C1=CN=C(S1)NC(=O)C1CCN(CC1)C